methyl N-[5-[6-[(4-chlorobenzoyl)-methyl-amino]-8-methyl-imidazo[1,2-a]pyridin-3-yl]-2-pyridyl]carbamate ClC1=CC=C(C(=O)N(C=2C=C(C=3N(C2)C(=CN3)C=3C=CC(=NC3)NC(OC)=O)C)C)C=C1